azobis(3,3,4,4,5,5,6,6,7,7,8,8,8-tridecafluorooctyl 4-cyanopentanoate) N(=NC(C(=O)[O-])(CC(C)C#N)CCC(C(C(C(C(C(F)(F)F)(F)F)(F)F)(F)F)(F)F)(F)F)C(C(=O)[O-])(CC(C)C#N)CCC(C(C(C(C(C(F)(F)F)(F)F)(F)F)(F)F)(F)F)(F)F